ClC=1C=C2C=C(NC2=CC1C=1OC=CN1)CNC(C)=O N-{[5-chloro-6-(1,3-oxazol-2-yl)-2-indolyl]methyl}acetamide